O=C1C(=C(C=NN1)N[C@H](CONC(CN1C2CN(CC1C2)C2=NC=C(C=N2)C(F)(F)F)=O)C)C(F)(F)F N-((S)-2-((6-oxo-5-(trifluoromethyl)-1,6-dihydropyridazin-4-yl)amino)propoxy)-2-(3-(5-(trifluoromethyl)pyrimidin-2-yl)-3,6-diazabicyclo(3.1.1)heptan-6-yl)acetamide